(2-hydroxyethyl)diethylammonium OCC[NH+](CC)CC